BrC1=C2C=CNC2=CC(=C1)F 4-bromo-6-fluoro-1H-indole